phospholene lithium [Li].P1=CCCC1